ClC1=C(C(=O)N2COC3=C(C2)C=CC=C3C3=CC(=C(C(=O)OC)C=C3F)N3C2COCC3CC2)C(=CC(=C1)C1=CC2=CN(N=C2C=C1)C)Cl Methyl 4-[3-[2,6-dichloro-4-(2-methylindazol-5-yl)benzoyl]-2,4-dihydro-1,3-benzoxazin-8-yl]-5-fluoro-2-(3-oxa-8-azabicyclo[3.2.1]octan-8-yl)benzoate